CN(C(=O)N)N N-methyl-N-aminourea